C(CCC)C1OC(=O)C2=CC=CC=C12 (+)-3-butyl-phthalide